1-(heptadecan-9-yl) 17-(heptan-2-yl) 9-(((tetrahydrofuran-3-yl)methyl)amino)heptadecanedioate O1CC(CC1)CNC(CCCCCCCC(=O)OC(CCCCCCCC)CCCCCCCC)CCCCCCCC(=O)OC(C)CCCCC